C(C)(C)(C)OC(=O)O[C@@H]1[C@H]([C@H](N(C1)C(=O)OC(C)(C)C)CC1=CC=C(C=C1)OC)OC(=O)C1NC(C1)=O tert-butyl (2R,3S,4S)-4-[(tert-butoxycarbonyl)oxy]-2-[(4-methoxyphenyl)methyl]-3-(4-oxoazetidine-2-carbonyloxy)pyrrolidine-1-carboxylate